C(C)N(CCC1=NNC2=CC=C(C=C12)OC)C N-ethyl-2-(5-methoxy-1H-indazol-3-yl)-N-methylethan-1-amine